C[C@H]1N(SOC1)C(=O)O.C(C)(C)OC1=C(C=C(C=C1)C(=O)N1CCC2(CC1)C=1N(CCN2C)C(=CC1)C(F)(F)F)C (4-isopropoxy-3-methyl-phenyl)-[2-methyl-6-(trifluoromethyl)spiro[3,4-dihydropyrrolo[1,2-a]pyrazin-1,4'-piperidin]-1'-yl]methanone (R)-4-methyl-1,2,3-oxathiazolidine-3-carboxylate